Racemic-2-((2R,5S)-5-methyl-2-(2-(1-(pyrrolidin-1-yl)propan-2-yl)benzo[d]thiazol-5-yl)piperidin-1-yl)-2-oxo-N-(1H-pyrazolo[4,3-c]pyridin-7-yl)acetamide C[C@H]1CC[C@@H](N(C1)C(C(=O)NC=1C2=C(C=NC1)C=NN2)=O)C=2C=CC1=C(N=C(S1)[C@@H](CN1CCCC1)C)C2 |&1:29|